5-(4-amino-2-{4-[(2-fluoroacrylamido)]-2-methylphenyl}-7-(3-methoxyprop-1-ynyl)-1-methylpyrrolo[3,2-c]pyridin-3-yl)-3-chloro-N-[(fluorocyclopropyl)methyl]pyridine-2-carboxamide NC1=NC=C(C2=C1C(=C(N2C)C2=C(C=C(C=C2)NC(C(=C)F)=O)C)C=2C=C(C(=NC2)C(=O)NCC2(CC2)F)Cl)C#CCOC